(Z)-2-cyano-N-(4-((2',4'-difluoro-4-methoxy-[1,1'-biphenyl]-3-yl)amino)-7-methoxy-quinazolin-6-yl)-4-methyl-4-(4-(oxetan-3-yl)piperazin-1-yl)pent-2-enamide C(#N)/C(/C(=O)NC=1C=C2C(=NC=NC2=CC1OC)NC=1C=C(C=CC1OC)C1=C(C=C(C=C1)F)F)=C/C(C)(N1CCN(CC1)C1COC1)C